1,1-dimethylbutyl peroxypivalate C(C(C)(C)C)(=O)OOC(CCC)(C)C